octafluorobutanedisulfonate FC(C(C(C(S(=O)(=O)[O-])(F)F)(F)F)(F)F)(S(=O)(=O)[O-])F